N1(CC(CC(=O)O)C(=O)O)C(=O)N(C)C=2N=CN(C)C2C1=O caffeine-succinic acid